COCC1=CC(=NC=C1)NC(C1=CC=CC=C1)C1=CC=CC=C1 N-(4-(methoxymethyl)pyridin-2-yl)-1,1-diphenylmethylamine